3-benzyloxy-N-(4-fluorophenyl)-2-(2-tetrahydropyran-4-ylethynyl)aniline C(C1=CC=CC=C1)OC=1C(=C(NC2=CC=C(C=C2)F)C=CC1)C#CC1CCOCC1